[K].N1=CC=NC=C1 pyrazine, potassium salt